FC1=C(C=CC(=C1)OCCCC1CCN(CC1)C1=NC=C(C=N1)CCC)CC(=O)N1CC(C1)CNCC(CO)CO 2-(2-fluoro-4-(3-(1-(5-propylpyrimidin-2-yl)piperidin-4-yl)propoxy)phenyl)-1-(3-(((3-hydroxy-2-(hydroxymethyl)propyl)amino)methyl)-azetidin-1-yl)ethan-1-one